C(CCCCC)N1C2=CC=C(C=C2C=2C=C(C=CC12)C=O)C=O 9-hexyl-9H-carbazole-3,6-dicarbaldehyde